5-(2-tert-butoxy-2-oxoethyl)-[1,2,4]triazolo[1,5-a]pyridin-8-yl 4-(N-cyanocarbamimidoyl)benzoate C(#N)NC(=N)C1=CC=C(C(=O)OC=2C=3N(C(=CC2)CC(=O)OC(C)(C)C)N=CN3)C=C1